ClC=1C(=NC=C(C1)F)C(=C)OCC 3-chloro-2-(1-ethoxyvinyl)-5-fluoro-pyridine